(R)-1-(m-fluorophenyl)-2-(1-methylcyclopropylamino)-1-ethanol FC=1C=C(C=CC1)[C@H](CNC1(CC1)C)O